Di(aziridin-1-yl)phosphinic acid (R)-6-([1,1'-biphenyl]-4-yloxy)-5-nitro-2,3-dihydro-1H-inden-1-yl ester C1(=CC=C(C=C1)OC1=C(C=C2CC[C@H](C2=C1)OP(=O)(N1CC1)N1CC1)[N+](=O)[O-])C1=CC=CC=C1